(R)-N-(4-(3-((5-chloro-4-(2,2,2-trifluoroethoxy)pyrimidin-2-yl)amino)pyrrolidine-1-carbonyl)phenyl)acrylamide ClC=1C(=NC(=NC1)N[C@H]1CN(CC1)C(=O)C1=CC=C(C=C1)NC(C=C)=O)OCC(F)(F)F